2E-decene C=CCCCCCCCC